tert-butyl (1S,2S,5R)-2-[(1S)-1-[(tert-butyldimethylsilyl)oxy]ethyl]-3,8-diazabicyclo[3.2.1]octane-8-carboxylate [Si](C)(C)(C(C)(C)C)O[C@@H](C)[C@@H]1[C@@H]2CC[C@H](CN1)N2C(=O)OC(C)(C)C